3-((1r,4r)-4-(4-chlorophenyl)cyclohexyl)-1,4-dioxo-1,4-dihydronaphthalen-2-yl pentanoate C(CCCC)(=O)OC=1C(C2=CC=CC=C2C(C1C1CCC(CC1)C1=CC=C(C=C1)Cl)=O)=O